NC1=NNC(=C1)C1CN(C1)C1=CC(=C2C(C(=CN(C2=N1)C1=NC=NS1)C(=O)O)=O)C 7-[3-(3-amino-1H-pyrazol-5-yl)azetidin-1-yl]-5-methyl-4-oxo-1-(1,2,4-thiadiazol-5-yl)-1,4-dihydro-1,8-naphthyridine-3-carboxylic acid